1-[2-[[4-(7-chloro-1H-indazol-4-yl)triazol-1-yl]methyl]imidazo[1,2-a]pyridin-6-yl]-N-(cyclobutylmethyl)methylamine ClC=1C=CC(=C2C=NNC12)C=1N=NN(C1)CC=1N=C2N(C=C(C=C2)CNCC2CCC2)C1